6-[(2S)-2-aminobutyl]-2-chloro-5-fluoro-N-[(thiophen-2-yl)methyl]-7H-pyrrolo[2,3-d]pyrimidin-4-amine hydrochloride Cl.N[C@H](CC1=C(C2=C(N=C(N=C2NCC=2SC=CC2)Cl)N1)F)CC